2,6,8-trifluoro-5H,10H-indeno[1,2-b]indole FC=1C=C2CC3=C(NC=4C(=CC(=CC34)F)F)C2=CC1